2-ethyl-4-(4-(4,4,5,5-tetramethyl-1,3,2-dioxaborolan-2-yl)phenyl)oxazole C(C)C=1OC=C(N1)C1=CC=C(C=C1)B1OC(C(O1)(C)C)(C)C